5'-((5S)-1-(4-amino-1,3-dihydrofurano[3,4-c][1,7]naphthyridine-8-carbonyl)-5-methylpiperidin-2-yl)-7'-fluorospiro[cyclopropane-1,3'-indolin]-2'-one NC1=NC=2C=NC(=CC2C2=C1COC2)C(=O)N2C(CC[C@@H](C2)C)C=2C=C1C3(C(NC1=C(C2)F)=O)CC3